C(C=C)[C@@H]1C(C[C@H]2CN(C[C@H]21)C(=O)OC(C)(C)C)=O tert-butyl (3aR,4S,6aR)-4-allyl-5-oxohexahydrocyclopenta[c]pyrrole-2(1H)-carboxylate